CC(CC(OC(C(=C)C)=O)(C)C)[SiH2]Cl trimethylmethacryloxypropyl-chlorosilane